3-(trifluoromethyl)-5,6-dihydro-[1,2,4]triazolo[4,3-a]pyrazine-7(8H)-carboxylic acid tert-butyl ester C(C)(C)(C)OC(=O)N1CC=2N(CC1)C(=NN2)C(F)(F)F